1-ethylcyclohexyl 2-bromoacetate BrCC(=O)OC1(CCCCC1)CC